C(C)(C)(C)OC(=O)N[C@@H](C)C1=NC=NN1C=1SC(=CN1)C(=O)OCC ethyl 2-[5-[(1S)-1-(tert-butoxycarbonylamino)ethyl]-1,2,4-triazol-1-yl]thiazole-5-carboxylate